ClC=1C=C(C(=NC1)N1C([C@@H](N(C(C1)=O)CC1=CC=C(C=C1)C)C1COC1)=O)F (S)-1-(5-chloro-3-fluoropyridin-2-yl)-4-(4-methylbenzyl)-3-(oxetan-3-yl)piperazine-2,5-dione